dicarboxybenzyl-biphenyl ethyl-(3R)-2-(5-bromo-2-oxo-4-(trifluoromethyl)pyridin-1(2H)-yl)-3-methylpentanoate C(C)OC(C([C@@H](CC)C)N1C(C=C(C(=C1)Br)C(F)(F)F)=O)=O.C(=O)(O)C1=C(C(=C(C=C1)C1=CC=CC=C1)CC1=CC=CC=C1)C(=O)O